Cl.C(CCC)C=1OC2=C(C1C(C1=CC=C(C=C1)OCCCN(CCCC)CCCC)=O)C=C(C=C2)NS(=O)(=O)C N-(2-butyl-3-(4-(3-dibutylaminopropoxy)benzoyl)benzofuran-5-yl)methanesulfonamide hydrochloride